C(C)OC([O-])=O.C(CCC)[N+]1=CN(C=C1)C 3-butyl-1-methyl-1H-imidazol-3-ium ethyl-carbonate